C(C)(C)(C)OC(=O)NC[B-](F)(F)F.[K+] Potassium (((tert-butoxycarbonyl)amino)methyl)trifluoroborate